isopropyl ((S)-(((2R,3R,5R)-4,4-difluoro-3-hydroxy-5-(4-(nicotinamido)-2-oxopyrimidine-1(2H)-yl)tetrahydrofuran-2-yl)methoxy)(phenoxy)phosphoryl)-L-alaninate FC1([C@@H]([C@H](O[C@H]1N1C(N=C(C=C1)NC(C1=CN=CC=C1)=O)=O)CO[P@](=O)(OC1=CC=CC=C1)N[C@@H](C)C(=O)OC(C)C)O)F